dimethyl-1,3-xylylene diisocyanate CC1=CC(=C(C=C1CN=C=O)CN=C=O)C